C[Si](OCC)C dimethyl-ethoxy-silicon